(2S,5S)-4-(3-(S and R)-methyltetrahydrofuran-3-carbonyl)-2,3,4,5-tetrahydro-2,5-methanopyrido[3,4-f][1,4]oxazepine-9-carbonitrile C[C@]1(COCC1)C(=O)N1C[C@H]2OC3=C([C@@H]1C2)C=NC=C3C#N |&1:1|